FC(C(=O)O)(F)F.N[C@@H](C(C)C)C(=O)OCCOC1=NN(C=C1)C1=NC(=C2C(=N1)N(N=C2)C2=CC=C(C=C2)F)NC(=O)C=2SC(=CC2)[N+](=O)[O-] 2-((1-(1-(4-fluorophenyl)-4-(5-nitrothiophene-2-carboxamido)-1H-pyrazolo[3,4-d]pyrimidin-6-yl)-1H-pyrazol-3-yl)oxy)ethyl L-valinate 2,2,2-trifluoroacetate